Br.FC(OC1=C(C(=NN1C)C(F)(F)F)CNC(S)=N)F (5-Difluoromethoxy-1-methyl-3-trifluoromethyl-1H-pyrazole-4-ylmethyl)Isothiourea Hydrobromide